Methyl 3-(bis-(tert-butoxycarbonyl)amino)-5-(3,4-dimethylphenyl)picolinate C(C)(C)(C)OC(=O)N(C=1C(=NC=C(C1)C1=CC(=C(C=C1)C)C)C(=O)OC)C(=O)OC(C)(C)C